FC1=CC=C(C=C1)C1=NN2C(=NC=3C=CC(=CC3C2=N1)OC)NC=1C(N=CC=CC1)=O (3R)-3-{[2-(4-fluorophenyl)-9-methoxy[1,2,4]triazolo[1,5-c]quinazolin-5-yl]amino}azepin-2-one